cobalt 2,6-naphthalenedicarboxylate C1=C(C=CC2=CC(=CC=C12)C(=O)[O-])C(=O)[O-].[Co+2]